(((3R,4R,5R,6R)-6-(aminomethyl)-2,4,5-trihydroxytetrahydro-2H-pyran-3-yl)methyl)acetamide NC[C@@H]1[C@@H]([C@@H]([C@H](C(O1)O)CCC(=O)N)O)O